(3-(1H-pyrazol-4-yl)phenyl)-N-methyl-[1,2,4]triazolo[4,3-a]quinazolin-5-amine N1N=CC(=C1)C=1C=C(C=CC1)C1=NN=C2N1C1=CC=CC=C1C(=N2)NC